CC1=CC2=CC=C(C=C2C=C1)C 2,6-dimethyl-naphthalene